1-chloro-3-(4-pyridyl)-2,6-naphthyridine ClC1=NC(=CC2=CN=CC=C12)C1=CC=NC=C1